(3S)-3-[(1R)-1-(4-bromophenyl)ethyl]-3-methyl-1-trityl-pyrrolidine-2,5-dione BrC1=CC=C(C=C1)[C@@H](C)[C@]1(C(N(C(C1)=O)C(C1=CC=CC=C1)(C1=CC=CC=C1)C1=CC=CC=C1)=O)C